C(=C)[Si](OCCOC)(OCCOC)OCCOC vinyl-tri-(2-methoxyethoxy)-silane